5-(2,6-Dimethyl-4-nitrophenoxy)pyridin-2(1H)-one CC1=C(OC=2C=CC(NC2)=O)C(=CC(=C1)[N+](=O)[O-])C